FC(C1=C(C=CC(=C1)C(F)(F)F)C1=CC(=C(N=N1)NC[C@@H](C)O)C)(F)F (2R)-1-({6-[2,4-bis(trifluoromethyl)phenyl]-4-methylpyridazin-3-yl}amino)propan-2-ol